C1(CC1)N1N=CC(=C1)C=1C=C(C=CC1)N(C(=O)[C@@H]1CC[C@H](CC1)NC(CS(=O)C)=O)C[C@@H]1CC[C@H](CC1)C1=CC(=C(C=C1)OC)C trans-N-(3-(1-Cyclopropyl-1H-pyrazol-4-yl)phenyl)-N-((trans-4-(4-methoxy-3-methylphenyl)cyclohexyl)methyl)-4-(2-(methylsulfinyl)acetamido)cyclohexanecarboxamide